BrC1=C(C=CC=C1F)C(=O)N1[C@@H]2[C@@H](C[C@H](C1)C2)OC2=NC=C(C=C2)C(F)(F)F (2-bromo-3-fluorophenyl)((1S,4R,6R)-6-((5-(trifluoromethyl)pyridin-2-yl)oxy)-2-azabicyclo[2.2.1]hept-2-yl)methanone